C(#N)[C@H](CC1=CC=C(C=C1)C=1C=CC2=C(N(C(O2)=O)C)C1)NC(=O)[C@@H]1CNCCCCC1 (S)-N-((S)-1-cyano-2-(4-(3-methyl-2-oxo-2,3-dihydrobenzo[d]oxazol-5-yl)phenyl)ethyl)azocane-3-carboxamide